2-furylstannane O1C(=CC=C1)[SnH3]